F[C@@H]1[C@@H](C1)C(=O)Cl (1R,2S)-2-fluorocyclopropanecarbonyl chloride